N\C(\C(C)(C)C)=N/C(=N/S(=O)(=O)C1=CC=C(C=C1)C(F)(F)F)/N1N=C(C(CC1)C1=CC=CC=C1)C1=CC=C(C=C1)Cl (Z)-N-((Z)-1-amino-2,2-dimethylpropylidene)-3-(4-chlorophenyl)-4-phenyl-N'-((4-(trifluoromethyl)phenyl)sulfonyl)-5,6-dihydropyridazine-1(4H)-carboximidamide